2-azaspiro[3.5]-nonane C1NCC12CCCCC2